C(C)N(CCN(CCOC(OC(CCCC(=O)OCCCCCCC)CCCC(=O)OCCCCCCC)=O)CCOC(OC(CCCC(=O)OCCCCCCC)CCCC(OCCCCCCC)=O)=O)CC diheptyl 11-(2-(diethylamino)ethyl)-5,17-bis(4-(heptyloxy)-4-oxobutyl)-7,15-dioxo-6,8,14,16-tetraoxa-11-azahenicosandioate